C1(CCCC1)SC1=NC=CC=C1C1=CC(=C(C(=C1)F)NCC1C(C1)C(=O)O)F 2-{[4-(2-cyclopentylsulfanyl-pyridin-3-yl)-2,6-difluoro-phenylamino]-methyl}-cyclopropanecarboxylic acid